2-(2-(dimethyl-amino)ethoxy)-3-nitro-N-phenylaniline CN(CCOC1=C(NC2=CC=CC=C2)C=CC=C1[N+](=O)[O-])C